4-(4,4-difluorocyclohex-1-en-1-yl)-2-(2,5-difluorophenyl)-3-nitropyridine FC1(CC=C(CC1)C1=C(C(=NC=C1)C1=C(C=CC(=C1)F)F)[N+](=O)[O-])F